2,4,8-naphthalenetricarboxylic acid C1=C(C=C(C2=CC=CC(=C12)C(=O)O)C(=O)O)C(=O)O